4-methoxy-1,3-divinylbenzene COC1=C(C=C(C=C1)C=C)C=C